(R)-6-chloro-3-((1-(3,6-dimethyl-4-oxo-2-(pyrimidin-5-yl)-3,4-dihydroquinazolin-8-yl)ethyl)amino)picolinic acid ClC1=CC=C(C(=N1)C(=O)O)N[C@H](C)C=1C=C(C=C2C(N(C(=NC12)C=1C=NC=NC1)C)=O)C